ClC1=CC=C2C(=N1)C(N(C2)C2CCCC2)=O 2-chloro-6-cyclopentyl-5,6-dihydro-7H-pyrrolo[3,4-b]pyridin-7-one